(3RS)-3-pyrrolidinone N1CC(CC1)=O